tert-butyl ((1,2,4-oxadiazol-5-yl)methyl)carbamate O1N=CN=C1CNC(OC(C)(C)C)=O